NC=1SC2=C(C1C#N)C(=CC=C2F)C2=C(C=C1C(=NC(=NC1=C2F)OC[C@H]2N(C[C@@H](C2)F)C)N2CC1CCC(C2)N1)Cl 2-amino-4-[6-chloro-4-(3,8-diazabicyclo[3.2.1]octan-3-yl)-8-fluoro-2-[[(2S,4R)-4-fluoro-1-methyl-pyrrolidin-2-yl]methoxy]quinazolin-7-yl]-7-fluoro-benzothiophene-3-carbonitrile